FC1=C2CN(CC2=CC=C1)C=1OC2=C(C=C(C=C2C(C1)=O)C)C(C)NC1=C(C(=O)O)C=CC=C1 2-[1-[2-(4-Fluoroisoindolin-2-yl)-6-methyl-4-oxo-chromen-8-yl]ethylamino]benzoic acid